Thiophen-3-ol S1C=C(C=C1)O